phenyl (6-cyclobutylpyridin-3-yl)carbamate C1(CCC1)C1=CC=C(C=N1)NC(OC1=CC=CC=C1)=O